5,6-O-isopropylidene-L-Ascorbic Acid CC1(OC[C@H](O1)[C@@H]2C(=C(C(=O)O2)O)O)C